C(C)[Si](C1=CC=C(C=C1)[Si](O)(CC)CC)(O)CC 1,4-bis(diethyl-hydroxysilyl)benzene